trans-N-[8-chloro-6-(3-methyl-4-pyridinyl)-3-isoquinolinyl]-2-cyano-cyclopropanecarboxamide ClC=1C=C(C=C2C=C(N=CC12)NC(=O)[C@H]1[C@@H](C1)C#N)C1=C(C=NC=C1)C